IF 1-iodofluorane